16-Hentriacontanone CCCCCCCCCCCCCCCC(CCCCCCCCCCCCCCC)=O